C(C)C1N(C(C2=CC(=C(C=C12)F)OC(C)C)=O)C1=NC(=NC=C1F)C1=NC=CC=N1 3-ethyl-5-fluoro-2-(5-fluoro-[2,2'-bipyrimidin]-4-yl)-6-isopropoxyisoindolin-1-one